ClC=1C=C2C=C(NC2=CC1OCC=1C=NC=CC1F)CNC(=O)C1(CC1)C N-((5-chloro-6-((4-fluoropyridin-3-yl)methoxy)-1H-indol-2-yl)methyl)-1-methylcyclopropane-1-carboxamide